(3-Glycidyloxy-propyl)triethoxysilan C(C1CO1)OCCC[Si](OCC)(OCC)OCC